S(=O)(=O)(C1=CC=C(C)C=C1)C1=CC=C(N)C=C1 4-tosylaniline